(2S)-2-[9H-fluoren-9-ylmethoxycarbonyl-(methyl)amino]-3-(4-fluorophenyl)propionic acid C1=CC=CC=2C3=CC=CC=C3C(C12)COC(=O)N([C@H](C(=O)O)CC1=CC=C(C=C1)F)C